ethyl-2-hexyl nonanoate C(CCCCCCCC)(=O)OC(CCC)CCCC